3-((6,7-dihydro-5H-pyrrolo[1,2-b][1,2,4]triazol-2-yl)methyl)-6-(ethylsulfanyl)-1-(2,4,5-trifluorobenzyl)-1,3,5-triazine-2,4(1H,3H)-dione N1=C2N(N=C1CN1C(N(C(=NC1=O)SCC)CC1=C(C=C(C(=C1)F)F)F)=O)CCC2